(1S,3S)-3-((6-(5-(((4-(tert-butyl)pyrimidin-2-yl)oxy)methyl)-1-methyl-1H-1,2,3-triazol-4-yl)-2-methylpyridin-3-yl)oxy)cyclohexanecarboxylic acid C(C)(C)(C)C1=NC(=NC=C1)OCC1=C(N=NN1C)C1=CC=C(C(=N1)C)O[C@@H]1C[C@H](CCC1)C(=O)O